C12C(C3CC(CC(C1)C3)C2)N(C(CN2C(C(=CC=C2)NC([C@H](CC/C=C/C(=O)OC)NC(=O)C=2OC3=C(C2C)C=CC=C3)=O)=O)=O)C (S,E)-methyl 7-(1-(2-(2-adamantyl(methyl)amino)-2-oxoethyl)-2-oxo-1,2-dihydro pyridin-3-ylamino)-6-(3-methylbenzofuran-2-carboxamido)-7-oxohept-2-enoate